3-bromo-4-ethyl-1-methyl-pyridin-1-ium BrC=1C=[N+](C=CC1CC)C